2-((1R,5S,6S)-3-(7-(8-chloronaphthalen-1-yl)-2-(((S)-1-methylpyrrolidin-2-yl)methoxy)-5,6,7,8-tetrahydropyrido[3,4-d]pyrimidin-4-yl)-3,8-diazabicyclo[3.2.1]octan-6-yl)acetonitrile ClC=1C=CC=C2C=CC=C(C12)N1CC=2N=C(N=C(C2CC1)N1C[C@H]2C[C@H]([C@@H](C1)N2)CC#N)OC[C@H]2N(CCC2)C